N1N=CC(=C1)C=1C=CC=2N=CN=C(C2N1)N1CC2(CCOCC2)C2=CC(=CC=C12)F 1-(6-(1H-pyrazol-4-yl)pyrido[3,2-d]pyrimidin-4-yl)-5-fluoro-2',3',5',6'-tetrahydrospiro[indoline-3,4'-pyran]